C1NCC12CC(C2)C2=C(C1=C(N=NC(=C1)C1=C(C=CC=C1)O)S2)C2CC2 2-(6-{2-azaspiro[3.3]heptan-6-yl}-5-cyclopropylthieno[2,3-c]pyridazin-3-yl)phenol